5-(1-benzyl-1H-pyrazol-4-yl)-1-methyl-4-(m-tolyl)pyridin-2(1H)-one C(C1=CC=CC=C1)N1N=CC(=C1)C=1C(=CC(N(C1)C)=O)C=1C=C(C=CC1)C